CC(C([2H])(C1=CC=C(C=C1)C(F)(F)F)C1=NC2=CC=CC=C2C=C1)C 2-(2-methyl-1-(4-(trifluoromethyl)phenyl)propyl-1-d)quinoline